C(CCCCC)C1=CC=C(C=C1)C1=C(SC=C1)C=O 3-(4-hexylphenyl)thiophene-2-carbaldehyde